4-(N,N-dimethylamino)benzoic acid ethyl ester C(C)OC(C1=CC=C(C=C1)N(C)C)=O